FC1(CN(C1)C12CC(C1)(C2)NC(=O)N2[C@H](C1=CC=CC=C1CC2)C2=CC=C(C=C2)F)F (S)-N-(3-(3,3-difluoroazetidin-1-yl)bicyclo[1.1.1]pentan-1-yl)-1-(4-fluorophenyl)-3,4-dihydroisoquinoline-2(1H)-carboxamide